ClC=1C(=C(C=CC1F)N(C(OC(C)(C)C)=O)C([2H])([2H])[2H])F tert-butyl 3-chloro-2,4-difluorophenyl(methyl-d3)carbamate